CN([C@@H](CC1=C(C(=C(C(=O)N)C=C1)F)F)CNC(C[C@@H](C1(CC1)C(F)(F)F)C1=CN=C(S1)C)=O)C 4-((S)-2-(dimethylamino)-3-((S)-3-(2-methylthiazol-5-yl)-3-(1-(trifluoromethyl)cyclopropyl)propanamido)propyl)-2,3-difluorobenzamide